FC(OC=1C=C(C(=O)N[C@@H](C)C2=NC=CN=C2N2N=CC=N2)C=C(C1)C(F)(F)F)F 3-(difluoromethoxy)-N-[(1S)-1-[3-(triazol-2-yl)pyrazin-2-yl]ethyl]-5-(trifluoromethyl)benzamide